(2S)-2-[[5,7-dichloro-2-[(3-chlorophenyl)methyl]-1-oxo-3,4-dihydroisoquinoline-6-carbonyl]amino]-3-[[(1R)-indan-1-yl]carbamoylamino]propanoic acid ClC1=C2CCN(C(C2=CC(=C1C(=O)N[C@H](C(=O)O)CNC(N[C@@H]1CCC2=CC=CC=C12)=O)Cl)=O)CC1=CC(=CC=C1)Cl